tert-butyl (1R,3S,5R)-3-((6-bromopyridin-2-yl)carbamoyl)-5-methyl-2-azabicyclo[3.1.0]hexane-2-carboxylate BrC1=CC=CC(=N1)NC(=O)[C@H]1N([C@@H]2C[C@@]2(C1)C)C(=O)OC(C)(C)C